[Cl-].C(C1=CC=CC=C1)[NH+](OCC)C benzyl-methylethoxyammonium chloride